2-(6-(benzylthio)-4-fluoro-1H-benzo[d]imidazol-1-yl)-5-(difluoromethyl)-1,3,4-thiadiazole C(C1=CC=CC=C1)SC=1C=C(C2=C(N(C=N2)C=2SC(=NN2)C(F)F)C1)F